NC1=C(C=C(N=N1)C1=C(C=CC=C1)O)C=1C=NNC1 2-(6-amino-5-(1H-pyrazol-4-yl)pyridazin-3-yl)phenol